C(CCC)NC(N)=S 3-n-butyl-thiourea